N[C@@H]1[C@@H](OCC12CCN(CC2)C2=CN=C1C(N(C(NC1=N2)=O)C2=C(C(=CC=C2)Cl)Cl)=O)C 7-((3S,4S)-4-amino-3-methyl-2-oxa-8-azaspiro[4.5]decan-8-yl)-3-(2,3-dichlorophenyl)pteridine-2,4(1H,3H)-dione